NC=1C(=NC(=C(N1)F)C1=C(C=C(C(=C1)CN(C)C)N1CCOCC1)F)C=1C=C2C(=CNC(C2=CC1)=O)C 6-(3-amino-6-(5-((dimethylamino)methyl)-2-fluoro-4-morpholinophenyl)-5-fluoropyrazin-2-yl)-4-methylisoquinolin-1(2H)-one